(E)-3-(((3-fluoropyridin-2-yl)methyl)amino)-5-(2-fluorostyryl)-4H-benzo[e][1,2,4]thiadiazine 1,1-dioxide FC=1C(=NC=CC1)CNC1=NS(C2=C(N1)C(=CC=C2)\C=C\C2=C(C=CC=C2)F)(=O)=O